C(C)(=O)OC1C=C(C(C(C1C)C)C(=O)OCC)C ethyl 4-acetoxy-2,5,6-trimethylcyclohex-2-ene-1-carboxylate